BrCC=1C(N(C(C1CBr)=O)CCC(=O)N1CCN(CC1)C(=O)OC(C)(C)C)=O tert-butyl 4-(3-(3,4-bis(bromomethyl)-2,5-dioxo-2,5-dihydro-1H-pyrrol-1-yl)propanoyl)piperazine-1-carboxylate